2-(2-cyclopropyl-3',5'-difluoro-[1,1'-biphenyl]-3-yl)-N-((1R,6S)-2,2-difluoro-6-(1-methyl-1,8-diazaspiro[4.5]decan-8-yl)cyclohexyl)acetamide C1(CC1)C1=C(C=CC=C1CC(=O)N[C@H]1C(CCC[C@@H]1N1CCC2(CCCN2C)CC1)(F)F)C1=CC(=CC(=C1)F)F